COC1=CC=C(C=C1)CN(C1=NOC(C1)(C=1SC=C(C1)C(F)(F)F)C(F)(F)F)CC1=CC=C(C=C1)OC N,N-bis[(4-methoxyphenyl)methyl]-5-(trifluoromethyl)-5-[4-(trifluoro-methyl)-2-thienyl]-4H-isoxazol-3-amine